NC1=NC(=C(C(=N1)N[C@@H](C)C=1N(S(C2=C(C1)C=CC=C2C#CCOCCOCCOC)(O)O)C2=CC=CC=C2)C#N)C (S)-2-amino-4-((1-(8-(3-(2-(2-methoxyethoxy)ethoxy)prop-1-yn-1-yl)-1,1-dihydroxy-2-phenyl-2H-benzo[e][1,2]thiazin-3-yl)ethyl)amino)-6-methylpyrimidine-5-carbonitrile